C(C1=CC=CC=C1)OCC(/C=C/C1=NC=NC(=C1N)C(=C)C)(F)F (E)-4-(4-(benzyloxy)-3,3-difluorobut-1-en-1-yl)-6-(prop-1-en-2-yl)pyrimidin-5-amine